ClC=1C(=NC=CC1I)NCCO 2-((3-chloro-4-iodopyridin-2-yl)amino)ethan-1-ol